Methyl 2-(2-(cyclopropanesulfonamido)pyrimidin-4-yl)acetate 2,2,2-trifluoroacetate FC(C(=O)O)(F)F.C1(CC1)S(=O)(=O)NC1=NC=CC(=N1)CC(=O)OC